6-(ethylamino)-4-(2-(4-methyl-4H-1,2,4-triazol-3-yl)phenyl)picolinic acid C(C)NC1=CC(=CC(=N1)C(=O)O)C1=C(C=CC=C1)C1=NN=CN1C